FC1=CC=C(C=C1)CC(=O)NC1=C(C=C(C=C1)NCC=1C=NC(=CC1)OC1=CC=C(C=C1)C)C 2-(4-Fluorophenyl)-N-{2-methyl-4-[(6-p-tolyloxypyridin-3-ylmethyl)-amino]-phenyl}-acetamide